P(=O)([O-])([O-])[O-].[Al+3] aluminium orthophosphate